(1R,5S,6r)-6-([1,2,4]triazolo[4,3-a]pyridin-3-yl)-3-azabicyclo[3.1.0]hexane-3-carboxylic acid tert-butyl ester C(C)(C)(C)OC(=O)N1C[C@H]2C([C@H]2C1)C1=NN=C2N1C=CC=C2